C(C1=CC=CC=C1)(=O)ON=C(C(=O)C1=CC=CC=C1)C 2-(benzoyloxy(imino))-1-phenylpropane-1-one